C1(CCCC1)NC(CCN1CCCC2=CC=CC=C12)=O N-cyclopentyl-3-(3,4-dihydroquinolin-1(2H)-yl)propionamide